BrC=1C=C2C=C(N(C2=CC1)C(=O)OC(C)(C)C)C(=O)OC 1-tert-butyl 2-methyl 5-bromoindole-1,2-dicarboxylate